9-(4-(1H-pyrazol-1-yl)benzyl)-2-(2-ethylphenyl)-7,9-dihydro-8H-purin-8-one N1(N=CC=C1)C1=CC=C(CN2C3=NC(=NC=C3NC2=O)C2=C(C=CC=C2)CC)C=C1